C(C)(C)(C)C1=CC(=NC=C1)N1C2=CC=CC=C2C=2C=CC(=CC12)OC 9-(4-(tert-butyl)pyridin-2-yl)-2-methoxy-9H-carbazole